4-cyano-5-nitro-1,2,3-triazole C(#N)C=1N=NNC1[N+](=O)[O-]